BrC1=CC(=C(C(=C1)C)C1C(NC(CC1)=O)=O)F 3-(4-bromo-2-fluoro-6-methylphenyl)piperidine-2,6-dione